4,8-di-tert-butyl-6-((R)-2-((2r,5r)-2,5-diphenylphospholane-1-yl)-1-phenylethoxy)-2,10-dimethoxydibenzo[d,f][1,3,2]dioxaphosphepin C(C)(C)(C)C1=CC(=CC2=C1OP(OC1=C2C=C(C=C1C(C)(C)C)OC)O[C@@H](CP1[C@H](CC[C@@H]1C1=CC=CC=C1)C1=CC=CC=C1)C1=CC=CC=C1)OC